(3r,5r,7r)-1-(2'-bromo-4'-isopropyl-2-(methoxymethoxy)-5-methyl-[1,1'-biphenyl]-3-yl)adamantane BrC1=C(C=CC(=C1)C(C)C)C1=C(C(=CC(=C1)C)C12CC3CC(CC(C1)C3)C2)OCOC